C[C@@]1(C2=C(C(=O)C3=C1C=CC=C3O)C(=O)[C@]4([C@@H](C2)[C@@H](C(=O)C(=C4[O-])C(=O)N)[NH+](C)C)O)O The molecule is zwitterionic form of 12-dehydrotetracycline arising from transfer of a proton from the 2-hydroxy group to the adjacent tertiary amino group. It is a tautomer of a 12-dehydrotetracycline.